7-benzyl-4-methyl-1,5-naphthyridin-2-amine C(C1=CC=CC=C1)C1=CN=C2C(=CC(=NC2=C1)N)C